COC=1C=C(C=CC1)C=1N=C2N(C(C1)=O)C=C(C=C2)N2C[C@H](NCC2)C 2-(3-methoxyphenyl)-7-[(3R)-3-methylpiperazin-1-yl]-4H-pyrido[1,2-a]pyrimidin-4-one